N-[[(2R,3R)-2-[4-(cyclopentylamino)phenyl]-3-piperidyl]methyl]-4-methyl-3-(trifluoromethyl)aniline C1(CCCC1)NC1=CC=C(C=C1)[C@@H]1NCCC[C@@H]1CNC1=CC(=C(C=C1)C)C(F)(F)F